3-(6-bromo-1-oxo-isoindolin-2-yl)-3-methyl-piperidine-2,6-dione BrC1=CC=C2CN(C(C2=C1)=O)C1(C(NC(CC1)=O)=O)C